tert-butyl ((S)-1-(3'-(((R)-(5-chloro-2-methoxyphenyl)(1H-indole-2-yl)methyl)carbamoyl)-[1,1'-biphenyl]-4-yl)pyrrolidine-3-yl)carbamate ClC=1C=CC(=C(C1)[C@H](C=1NC2=CC=CC=C2C1)NC(=O)C=1C=C(C=CC1)C1=CC=C(C=C1)N1C[C@H](CC1)NC(OC(C)(C)C)=O)OC